2-(3,3-difluoropiperidin-4-yl)-2H-indazole hydrochloride Cl.FC1(CNCCC1N1N=C2C=CC=CC2=C1)F